ClC=1C(=CC2=C(OCO2)C1)N(C(C1=CC(=CC=C1)N1N=C(C(=C1CC(C)C)Cl)C(F)(F)F)=O)C N-(6-chloro-1,3-benzodioxol-5-yl)-3-[4-chloro-5-isobutyl-3-(trifluoromethyl)pyrazol-1-yl]-N-methyl-benzamide